CC(C=O)N(C(CCC(N(CCOCCOCCC)C1CCNCC1)=O)=O)C 2,3-dimethyl-1,4,7-trioxo-8-(piperidin-4-yl)-11,14-dioxa-3,8-diazaheptadecan